(N-[4-amino-5-[3-(cyclobutoxy)isoxazole-5-carbonyl]thiazol-2-yl]-4-fluoro-anilino)propanamide NC=1N=C(SC1C(=O)C1=CC(=NO1)OC1CCC1)N(C1=CC=C(C=C1)F)C(C(=O)N)C